ethyl 4-(2-chlorophenyl)3-oxobutanoate ClC1=C(C=CC=C1)CC(CC(=O)OCC)=O